3-(cyclopropylamino)anisole C1(CC1)NC=1C=C(C=CC1)OC